N1(CCCCCC1)CCCN1N=CC=C(C1=O)C1=CC=CC=C1 2-(3-(Azepan-1-yl)propyl)-4-phenylpyridazin-3(2H)-on